4-(2-((4-(2-(2-aminopyridin-3-yl)-3H-imidazo[4,5-b]pyridin-3-yl)benzyl)amino)ethyl)-2-hydroxybenzaldehyde NC1=NC=CC=C1C1=NC=2C(=NC=CC2)N1C1=CC=C(CNCCC2=CC(=C(C=O)C=C2)O)C=C1